(3S,4aS,9bS)-3,9-difluoro-7-(trifluoromethyl)-1,2,3,4,4a,9b-hexahydrobenzofuro[3,2-b]pyridine F[C@H]1C[C@H]2[C@@H](NC1)C1=C(O2)C=C(C=C1F)C(F)(F)F